IC=1N=CNC1I 4,5-diiodo-1H-imidazole